4-[(2,5-Diethylphenoxy)methyl]1,3-dihydro-imidazol-2-one C(C)C1=C(OCC=2NC(NC2)=O)C=C(C=C1)CC